5-(4-Nitrophenyl)pyrrolidin-2-one [N+](=O)([O-])C1=CC=C(C=C1)C1CCC(N1)=O